2-butyl-8-chloro-4-(6,7-dimethyl-3H-imidazo[4,5-b]pyridine-3-yl)-2-methyl-2H-benzo[e][1,3]oxazine C(CCC)C1(OC2=C(C(=N1)N1C=NC=3C1=NC=C(C3C)C)C=CC=C2Cl)C